ClC1=C(C=CC=C1NC=1C(=NC(=CC1)C)OC(F)F)[C@@]1(CC(N(C(N1)=N)C1CCOCC1)=O)C (6S)-6-(2-Chloro-3-{[2-(difluoromethoxy)-6-methyl-pyridin-3-yl]amino}phenyl)-2-imino-6-methyl-3-(tetrahydro-pyran-4-yl)hexahydropyrimidin-4-one